1-(4-(4-chloro-3-fluoro-2-oxopyridin-1(2H)-yl)phenyl)-5-(trifluoromethyl)-1H-pyrazole-4-carboxamide ClC1=C(C(N(C=C1)C1=CC=C(C=C1)N1N=CC(=C1C(F)(F)F)C(=O)N)=O)F